FC(C=1C=CC(=NC1)C(CC)=O)(F)F 1-[5-(trifluoromethyl)-2-pyridyl]propan-1-one